6-(4-((8-(difluoromethoxy)-2-methyl-3-oxo-3,4-dihydroquinoxalin-6-yl)methyl)piperazin-1-yl)nicotinonitrile FC(OC=1C=C(C=C2NC(C(=NC12)C)=O)CN1CCN(CC1)C1=NC=C(C#N)C=C1)F